ClC1=C(C(N(N=C1OC)C)=O)OC 5-chloro-4,6-dimethoxy-2-methyl-3(2H)-pyridazinone